5-methyl-4-(4,4,5,5-tetramethyl-1,3,2-dioxaborolan-2-yl)pyrazol CC1=C(C=NN1)B1OC(C(O1)(C)C)(C)C